COC(=O)C=1C=CC2=C(NC(C3N(S2)CCC3)=O)C1.C1(=CC=CC=C1)[C@@H]1C3=C([C@H](OC1)CN1C=CC=CC=C1)SC=C3 trans-1-((4-phenyl-4,7-dihydro-5H-thieno[2,3-C]pyran-7-yl)methyl)azepine methyl-11-oxo-1,2,3,10,11,11a-hexahydrobenzo[f]pyrrolo[1,2-b][1,2,5]thiadiazepine-8-carboxylate